piperidin-4-carboxamide N1CCC(CC1)C(=O)N